ClC1=C(C=CC(=C1)Cl)C1=CC=C(S1)CC(=O)NN1CCCCC1 2-(5-(2,4-Dichlorophenyl)thiophen-2-yl)-N-(piperidin-1-yl)acetamid